C1(CC2C(CC1)O2)CC[Si](O[Si](C)(C)CCC2CC1C(CC2)O1)(C)C Bis[2-(3,4-epoxycyclohex-1-yl)ethyl]-1,1,3,3-tetramethyldisiloxane